(1r,3r,5r)-N-((1s,2r)-1-(4-chloro-2,5-difluorophenyl)-2-hydroxypropyl)-2-(3-(methylsulfonyl)benzoyl)-2-azabicyclo[3.1.0]hexane-3-carboxamide ClC1=CC(=C(C=C1F)[C@@H]([C@@H](C)O)NC(=O)[C@@H]1N([C@@H]2C[C@@H]2C1)C(C1=CC(=CC=C1)S(=O)(=O)C)=O)F